ClC1=C(C=CC=C1Cl)N1C[C@H]2CC[C@@H](C1)N2CC[C@@H]2CC[C@H](CC2)NC(N(C)C)=O 3-(trans-4-(2-((1r,5s)-3-(2,3-dichlorophenyl)-3,8-diazabicyclo[3.2.1]oct-8-yl)ethyl)cyclohexyl)-1,1-dimethylurea